NC1=C(C=CC(=C1)NCC1=CC=C(C=C1)C(F)(F)F)NC(CCCCC(CF)F)=O N-(2-amino-4-((4-(trifluoromethyl)benzyl)amino)phenyl)-6,7-difluoroheptanamide